ClC=1C=CC(=C(C1)C1=CC(=CN=N1)NC1=CC=NC2=CC(=CC=C12)OCCN1CCN(CC1)CCC(=O)OC)F methyl 3-(4-{2-[(4-{[6-(5-chloro-2-fluorophenyl)-pyridazin-4-yl]amino}-quinolin-7-yl)oxy]ethyl}-piperazin-1-yl)propanoate